C(C)(C)C1=CC=C(C(=N1)OC)C1=CN=C2SC(=NN21)N2C[C@H]1[C@@H](C2)[C@H](CCO1)N (4S,4aS,7aR)-6-(5-(6-isopropyl-2-methoxypyridin-3-yl)imidazo[2,1-b][1,3,4]thiadiazol-2-yl)octahydropyrano[2,3-c]pyrrol-4-amine